N1=CC(=CC=C1)C1=C2N=C(C(=NC2=CC=C1)C(=O)N)CC1=CN=C(S1)C1=CC=C(C=C1)OC(F)(F)F (pyridin-3-yl)-((2-(4-(trifluoromethoxy)phenyl)thiazol-5-yl)methyl)quinoxaline-2-carboxamide